BrC1=C(C=NC=C1)C12CNCC(CC1)O2 (4-bromopyridin-3-yl)-8-oxa-3-azabicyclo[3.2.1]octane